4-[5-(azetidine-1-carbonyl)-3-(trifluoromethyl)pyrazol-1-yl]benzonitrile N1(CCC1)C(=O)C1=CC(=NN1C1=CC=C(C#N)C=C1)C(F)(F)F